C(C)(C)(C)OC(=O)N[C@H](CCC(=O)OC(C)(C)C)C(=O)NCCCN1C=2N(C3=CC=C(C=C3C1=O)F)C(NN2)=S tert-Butyl (R)-4-((tert-butoxycarbonyl)amino)-5-((3-(7-fluoro-5-oxo-1-thioxo-1,2-dihydro-[1,2,4]triazolo[4,3-a]quinazolin-4(5H)-yl)propyl)amino)-5-oxopentanoate